5-(5-((5-(5-(aminomethyl)isoquinolin-4-yl)-4,6-dioxo-1-(3,4,5-trifluorobenzyl)-1,4,5,6-tetrahydro-1,3,5-triazin-2-yl)amino)-6-chloro-2-methyl-2H-indazol-4-yl)pentanoic acid NCC1=C2C(=CN=CC2=CC=C1)N1C(N=C(N(C1=O)CC1=CC(=C(C(=C1)F)F)F)NC1=C(C2=CN(N=C2C=C1Cl)C)CCCCC(=O)O)=O